O1C(CCCC1)OCCO 2-(tetrahydro-2H-pyran-2-yloxy)ethanol